OC1=C(C(N(C=C1)C)=O)NC(N[C@@H](CC(=O)O)C1=CC(=CC=C1)CC1=CC(=CC=C1)C(F)(F)F)=O (S)-3-(3-(4-hydroxy-1-methyl-2-oxo-1,2-dihydropyridin-3-yl)ureido)-3-(3-(3-trifluoromethylbenzyl)phenyl)propanoic acid